CN1CC(C1)(C)[C@@](O)(C1=CC=C(C=C1)OC(F)(F)F)C1=CC(=CC=C1)C1=NC(=NO1)CCC1=CC=CC=C1 (R)-(1,3-Dimethyl-azetidin-3-yl)-[3-(3-phenethyl-[1,2,4]oxadiazol-5-yl)-phenyl]-(4-trifluoromethoxy-phenyl)-methanol